{4-[(tert-butyldimethylsilyl)oxy]-3-(1,3-dioxolan-2-yl)phenyl}methanol [Si](C)(C)(C(C)(C)C)OC1=C(C=C(C=C1)CO)C1OCCO1